FC1=C(C=CC=C1)NC(C(=O)N1[C@@H]2C[C@@]2(C[C@H]1C(=O)N[C@@H](C[C@H]1C(NCC1)=O)C(COC(F)(F)F)=O)C)=O (1R,3S,5R)-2-(2-((2-fluorophenyl)amino)-2-oxoacetyl)-5-methyl-N-((S)-3-oxo-1-((S)-2-oxopyrrolidin-3-yl)-4-(trifluoromethoxy)butan-2-yl)-2-azabicyclo-[3.1.0]hexane-3-carboxamide